(2S,4R)-1-(2-(3-acetyl-5-(2-methylpyrimidin-5-yl)-1H-indazol-1-yl)acetyl)-N-(5-chloro-2-methylthiophen-3-yl)-4-fluoropyrrolidine-2-carboxamide C(C)(=O)C1=NN(C2=CC=C(C=C12)C=1C=NC(=NC1)C)CC(=O)N1[C@@H](C[C@H](C1)F)C(=O)NC1=C(SC(=C1)Cl)C